methyl 4-hydroxy-3-(1-(2-hydroxyethyl)-1H-imidazol-5-yl)-5-(trifluoromethyl)benzoate OC1=C(C=C(C(=O)OC)C=C1C(F)(F)F)C1=CN=CN1CCO